4-(3-chloro-4-fluorophenylamino)-7-methoxy-6-[3-(4-morpholinyl)propoxy]quinazoline ClC=1C=C(C=CC1F)NC1=NC=NC2=CC(=C(C=C12)OCCCN1CCOCC1)OC